C(C)(C)(C)OC(=O)N1CCC(CC1)(C(F)(F)F)C1(NOC=N1)C(=O)OCC ethyl 3-(1-(tert-butoxycarbonyl)-4-(trifluoromethyl) piperidin-4-yl)-1,2,4-oxadiazole-carboxylate